OCC=CC1=CC=C(C=C1)O 4-[3-Hydroxyprop-1-enyl]phenol